7-[bis(3,5-difluorophenyl)amino]-4-hydroxy-3-(2,2,2-trifluoroethan-1-one-1-yl)-2H-chromene FC=1C=C(C=C(C1)F)N(C1=CC=C2C(=C(COC2=C1)C(C(F)(F)F)=O)O)C1=CC(=CC(=C1)F)F